CC(CC1=CC=C(C=C1)SC)(C)N1CCOCC1 2-methyl-1-[4-methylthiophenyl]-2-morpholinopropan